FC1=C(OC2CCN(CC2)C=2N=C3C(=NC2C=2C=NN(C2)C)C=NC(=C3)C(COC)O)C=CC(=C1)F 1-(2-(4-(2,4-difluorophenoxy)piperidin-1-yl)-3-(1-methyl-1H-pyrazol-4-yl)pyrido[3,4-b]pyrazin-7-yl)-2-methoxyethan-1-ol